C(C1=CC=CC=C1)OC(=O)N1[C@@H]2C[C@H]([C@H](C1)C2)OCC=2C(=NOC2C2CC2)C2=C(C=CC=C2Cl)Cl (1S,4S,5R)-5-[[5-cyclopropyl-3-(2,6-dichlorophenyl)-1,2-oxazol-4-yl]methoxy]-2-azabicyclo[2.2.1]heptane-2-carboxylic acid benzyl ester